tert-butyl 3-((3-bromo-2-fluorophenyl)difluoromethyl)azetidine-1-carboxylate BrC=1C(=C(C=CC1)C(C1CN(C1)C(=O)OC(C)(C)C)(F)F)F